COCC1=NN=C2SC(=NN21)S 3-(methoxymethyl)-[1,2,4]triazolo[3,4-b][1,3,4]thiadiazole-6-thiol